CC(CCC[C@@H](/C=C/[C@H]1[C@H]2C[C@@H]([C@@H]1CCCCCCC(=O)[O-])OO2)O)O The molecule is a prostaglandin carboxylic acid anion that is the conjugate base of 19-hydroxyprostaglandin H1, obtained by deprotonation of the carboxy group; major species at pH 7.3. It has a role as a human xenobiotic metabolite. It is an oxylipin anion and a prostaglandin carboxylic acid anion. It is a conjugate base of a 19-hydroxyprostaglandin H1.